3,N3,N6,N6-tetraphenyl-9H-carbazole-3,6-diamine C1(=CC=CC=C1)C1(CC=C2NC3=CC=C(C=C3C2=C1)N(C1=CC=CC=C1)C1=CC=CC=C1)NC1=CC=CC=C1